N-(2-aminopropyl)-amino-mercaptosilane NC(CN[SiH2]S)C